(8-cyclopropyl-3-(3-methyl-1,2,4-thiadiazol-5-yl)-5,6-dihydro-[1,2,4]triazolo[4,3-a]pyrazin-7(8H)-yl)(4-fluorophenyl)methanone C1(CC1)C1C=2N(CCN1C(=O)C1=CC=C(C=C1)F)C(=NN2)C2=NC(=NS2)C